methyl-6-(1-methyl-1H-indazol-5-ylamino)-1-[6-(1-methyl-4-piperidyloxy)-2-pyridyl]-1,2-dihydro-3H-1,2,5,7-tetraazainden-3-one CN1N(C2=NC(=NC=C2C1=O)NC=1C=C2C=NN(C2=CC1)C)C1=NC(=CC=C1)OC1CCN(CC1)C